3,3'-(ethane-1,2-diylbis(5-carbamoyl-4-methoxy-1H-benzo[d]imidazole-1,2-diyl))bis(4-chlorobenzo[b]thiophene-2-carboxylate) C(CN1C(=NC2=C1C=CC(=C2OC)C(N)=O)C=2C1=C(SC2C(=O)[O-])C=CC=C1Cl)N1C(=NC2=C1C=CC(=C2OC)C(N)=O)C=2C1=C(SC2C(=O)[O-])C=CC=C1Cl